Dioxophosphorus O=[P]=O